tert-butyl ((2-(3-(3-fluoro-3-methyl-1-(4-methyl-4H-1,2,4-triazol-3-yl)cyclobutyl)phenyl)-3-oxo-7-(trifluoromethyl)isoindolin-5-yl)methyl)(1-methylcyclobutyl)-carbamate FC1(CC(C1)(C1=NN=CN1C)C=1C=C(C=CC1)N1CC2=C(C=C(C=C2C1=O)CN(C(OC(C)(C)C)=O)C1(CCC1)C)C(F)(F)F)C